Bis(6-(((Z)-non-2-en-1-yl)oxy)-6-oxohexyl) 2,3-bis((3-(azetidin-1-yl)propanoyl)-oxy)succinate N1(CCC1)CCC(=O)OC(C(=O)OCCCCCC(=O)OC\C=C/CCCCCC)C(C(=O)OCCCCCC(=O)OC\C=C/CCCCCC)OC(CCN1CCC1)=O